4-chloro-3-iodo-1H-pyrazolo[3,4-d]pyrimidin-6-amine ClC1=C2C(=NC(=N1)N)NN=C2I